2-(4,4-dimethylcyclohexen-1-yl)-6-[3,3,5,5-tetradeuterio-2,2,6,6-tetrakis(trideuteriomethyl)-4-piperidyl]pyridin-3-amine CC1(CC=C(CC1)C1=NC(=CC=C1N)C1C(C(NC(C1([2H])[2H])(C([2H])([2H])[2H])C([2H])([2H])[2H])(C([2H])([2H])[2H])C([2H])([2H])[2H])([2H])[2H])C